O(CCN1CCOCC1)CCN1CCOCC1 4,4'-(oxydi-2,1-ethanediyl)bismorpholine